CC1=C(C(=CC(=C1)C)C)[Mg]Br 2,4,6-trimethylphenylmagnesium bromide